C1(=CC=CC=C1)C(C(C(=O)O)C(=O)O)(C)C1=CC=CC=C1 diphenylpropanedicarboxylic acid